C(CCC)C(=C)C1=CC=CC=C1 α-n-butylstyrene